ClC1=CC=C(C=C1)C1=NN(CC1C1=CC=CC=C1)C1=NN(C(N1C(C(=O)OCC)C)=O)CC1CCCCC1 Ethyl 2-[3-[3-(4-chlorophenyl)-4-phenyl-4,5-dihydropyrazol-1-yl]-1-(cyclohexylmethyl)-5-oxo-1,2,4-triazol-4-yl]propanoate